5-(tert-butyl)-N-(4-(3-fluoro-5-(piperazin-1-yl)pyridin-4-yl)-2-methylbenzyl)-1,2,4-oxadiazole-3-carboxamide hydrochloride Cl.C(C)(C)(C)C1=NC(=NO1)C(=O)NCC1=C(C=C(C=C1)C1=C(C=NC=C1N1CCNCC1)F)C